CNCC(C=C)O 1-(methylamino)-3-buten-2-ol